NC1=NC(N(C=N1)C1C[C@H](O)[C@H](O1)CO)=O 4-amino-1-(2-deoxy-D-erythro-pentofuranosyl)-1,3,5-triazin-2(1H)-one